CCC(C=CC=CC)=O methyl-heptdienone